SC1=C(C(=CC(=C1)S)S)S 1,2,3,5-Tetramercaptobenzol